(S)-4-(3-(3-(aminomethyl)phenyl)-1-(tert-butoxy)-1-oxopropan-2-yl)piperidine-1-carboxylic acid tert-butyl ester C(C)(C)(C)OC(=O)N1CCC(CC1)[C@@H](C(=O)OC(C)(C)C)CC1=CC(=CC=C1)CN